(rac)-N-[3-(dimethylsulfamoyl)-4-methyl-phenyl]-2-(4-fluoro-5-methyl-6-oxo-pyridazin-1-yl)propanamide CN(S(=O)(=O)C=1C=C(C=CC1C)NC([C@@H](C)N1N=CC(=C(C1=O)C)F)=O)C |r|